C1(CCCCC1)N1C=NC(=C1)C=1C(=C(C(=CC1)O)N1CC(NS1(=O)=O)=O)F 5-(3-(1-cyclohexyl-1H-imidazol-4-yl)-2-fluoro-6-hydroxyphenyl)-1,2,5-thiadiazolidin-3-one 1,1-dioxide